2-(4-Phenylbut-3-en-2-yl)pyridine C1(=CC=CC=C1)C=CC(C)C1=NC=CC=C1